(2-(2-Chloro-4-fluorophenyl)acetyl)-D-proline ClC1=C(C=CC(=C1)F)CC(=O)N1[C@H](CCC1)C(=O)O